2-(2-fluoro-5-methylphenyl)-N-[(3S)-2-oxo-5-phenyl-1,3-dihydro-1,4-benzodiazepine-3-Yl]pyrazolo[1,5-a]pyrimidine-3-carboxamide FC1=C(C=C(C=C1)C)C1=NN2C(N=CC=C2)=C1C(=O)N[C@@H]1C(NC2=C(C(=N1)C1=CC=CC=C1)C=CC=C2)=O